C1(CC1)N1C(N(C=2C(C1=O)=C(N(C(C2C)=O)C)NC2=C(C=C(C=C2)C#C)F)C=2C=C(C=CC2)NC(C)=O)=O N-(3-[3-cyclopropyl-5-(4-ethynyl-2-fluorophenylamino)-6,8-dimethyl-2,4,7-trioxo-3,4,6,7-tetrahydro-2H-pyrido[4,3-d]pyrimidin-1-yl]phenyl)acetamide